9-Fluorenon C1=CC=CC=2C3=CC=CC=C3C(C12)=O